1-dimethylaminomethyl-1'-(4-methoxycarbonylphenyl)ferrocene Tert-butyl-N-[(2R)-3-[3-[(allyloxycarbonylamino)methyl]-3-hydroxy-azetidin-1-yl]-2-hydroxy-propyl]carbamate C(C)(C)(C)OC(NC[C@H](CN1CC(C1)(O)CNC(=O)OCC=C)O)=O.CN(C)C[C-]1C=CC=C1.COC(=O)C1=CC=C(C=C1)[C-]1C=CC=C1.[Fe+2]